N-(4-chlorophenyl)-1-ethyl-2-oxo-1,2-dihydrobenzo[cd]indole-6-sulfonamide ClC1=CC=C(C=C1)NS(=O)(=O)C=1C=2C3=C(C(N(C3=CC1)CC)=O)C=CC2